ClC1=NN(C(=N1)C=O)C (3-chloro-1-methyl-1H-1,2,4-triazol-5-yl)methanone